C(C1=CC=CC=C1)O[C@H]1[C@H](O)O[C@@H]([C@H]([C@@H]1OCC1=CC=CC=C1)O)C(=O)[O-] 2,3-di-O-benzyl-β-D-glucopyranosuronate